2-amino-5-{2-[(1S)-1-cyclopropylethyl]-7-methanesulfonamido-1-oxo-2,3-dihydro-1H-isoindol-5-yl}-N-[(1R)-1-(1-methyl-1H-pyrazol-4-yl)ethyl]pyrazolo[1,5-a]pyrimidine-3-carboxamide NC1=NN2C(N=C(C=C2)C=2C=C3CN(C(C3=C(C2)NS(=O)(=O)C)=O)[C@@H](C)C2CC2)=C1C(=O)N[C@H](C)C=1C=NN(C1)C